(E)-N-(3-fluoro-5-(trifluoromethyl)benzyl)-3-(2-(pyridin-2-yl)vinyl)-1H-indazol-5-amine FC=1C=C(CNC=2C=C3C(=NNC3=CC2)\C=C\C2=NC=CC=C2)C=C(C1)C(F)(F)F